FC1=CC(=C(S1)C(=O)O)C(=O)O 5-fluorothiophene-2,3-dicarboxylic acid